C1(=CC=CC=C1)N=NC(C#N)(CC(C)(OC)C)C 2-phenylazo-2,4-di-methyl-4-methoxyvaleronitrile